6-fluoro-1-methyl-5-(5-((1-(trifluoromethyl)cyclopropyl)ethynyl)-3,4-dihydroquinolin-1(2H)-yl)-1H-[1,2,3]triazolo[4,5-c]isoquinoline FC1=CC=CC=2C3=C(N=C(C12)N1CCCC2=C(C=CC=C12)C#CC1(CC1)C(F)(F)F)N=NN3C